3-((6-Bromo-1-methyl-1H-indazol-3-yl)amino)propanoic Acid BrC1=CC=C2C(=NN(C2=C1)C)NCCC(=O)O